C[C@@H]1N([C@H](COC1)C)C(=O)O[C@H]1C[C@H](CC1)C1=CC(=NN1)NC(CC1=CC(=NO1)C)=O (1R,3S)-3-(3-{[(3-methyl-1,2-oxazol-5-yl)acetyl]amino}-1H-pyrazol-5-yl)cyclopentyl (3S,5S)-3,5-dimethylmorpholine-4-carboxylate